N-(4-Diethylamino-1-methylbutyl)-2-(4-dimethylaminophenylamino)-benzamide C(C)N(CCCC(C)NC(C1=C(C=CC=C1)NC1=CC=C(C=C1)N(C)C)=O)CC